1,4-bis(chloromethyl)-2,5-dimethoxybenzene ClCC1=C(C=C(C(=C1)OC)CCl)OC